tert-butyl 4-(carboxy)piperazine-1-carboxylate C(=O)(O)N1CCN(CC1)C(=O)OC(C)(C)C